C(C=C)(=O)N1CC2=CC=C(C=C2CC1)C1=C2C(=C(NC2=C(C=C1F)C(=O)N)C)C 4-(2-acryloyl-1,2,3,4-tetrahydroisoquinoline-6-yl)-5-fluoro-2,3-dimethyl-1H-indole-7-carboxamide